C(C)(C)(C)N(C(O)=O)CC1(OC2=C(C1)C(=C(C=C2)Cl)Br)C=2N=CSC2.CSOC2=NC=CC=N2 methylthiooxypyrimidine tert-butyl-((4-bromo-5-chloro-2-(thiazol-4-yl)-2,3-dihydrobenzofuran-2-yl)methyl)carbamate